tert-butyl 4-[(2S)-3-(4-bromo-3-methyl-phenoxy)-2-methyl-propyl]piperidine-1-carboxylate BrC1=C(C=C(OC[C@H](CC2CCN(CC2)C(=O)OC(C)(C)C)C)C=C1)C